methyl 5-[[2-(5-chloro-2-hydroxy-phenyl) acetyl] amino]-2-methoxy-benzoate ClC=1C=CC(=C(C1)CC(=O)NC=1C=CC(=C(C(=O)OC)C1)OC)O